3-(5''-acetyldispiro[cyclopropane-1,1'-cyclohexane-4',3''-indoline]-1''-carbonyl)-N-(tert-butyl)benzenesulfonamide C(C)(=O)C=1C=C2C3(CN(C2=CC1)C(=O)C=1C=C(C=CC1)S(=O)(=O)NC(C)(C)C)CCC1(CC3)CC1